1-(5-(2-(2,6-dichlorophenyl)-2-oxoethyl)-2,3-dihydro-1H-inden-1-yl)piperidine-4-carboxylic acid ClC1=C(C(=CC=C1)Cl)C(CC=1C=C2CCC(C2=CC1)N1CCC(CC1)C(=O)O)=O